FC=1C=CC(=C(C1)C1CCN(CC1)[C@@H]1COC2(CNC2)C1)OC1COC1 (S)-7-(4-(5-fluoro-2-(oxetan-3-yloxy)phenyl)piperidin-1-yl)-5-oxa-2-azaspiro[3.4]octane